C[Si](O[Si](O[Si](C)(C)C)(C)CCCNC(COC(COC(COC(COC(COC(COC(COC(COC(COCCOC)C)C)C)C)C)C)C)C)C)(C)C N-(3-(1,1,1,3,5,5,5-heptamethyltrisiloxan-3-yl)propyl)-7,10,13,16,19,22,25,28-octamethyl-2,5,8,11,14,17,20,23,26,29-decaoxadotriacontan-31-amine